C(C)OCCOCCNC 2-(2-ethoxyethoxy)-N-methylethan-1-amine